BrC1=NN=C(S1)CNCC=C N-((5-bromo-1,3,4-thiadiazol-2-yl)methyl)prop-2-en-1-amine